Tetrahydrofuran-3-yl(8-amino-7-fluoro-6-(5-hydroxy-4-methyl-6,7-dihydro-5H-cyclopenta[b]pyridin-3-yl)isoquinolin-3-yl)carbamate O1CC(CC1)OC(NC=1N=CC2=C(C(=C(C=C2C1)C=1C(=C2C(=NC1)CCC2O)C)F)N)=O